ClC1=CC2=C(C=N1)C=C(N2C(=O)OC(C)(C)C)C2=C(C=CC(=C2)CC)C(F)(F)F tert-Butyl 6-chloro-2-(5-ethyl-2-(trifluoromethyl)phenyl)-1H-pyrrolo[3,2-c]pyridine-1-carboxylate